O=C1NC(CCC1N1CC2=CC=CC(=C2C1)CN1CCN(CC1)CCCO)=O 2-(2,6-dioxopiperidin-3-yl)-4-((4-(3-hydroxypropyl)piperazin-1-yl)methyl)isoindoline